methyl di-(4-heptyl) phosphate P(=O)(OC)(OC(CCC)CCC)OC(CCC)CCC